C(CCCCCCCCCCC)SC(C(C(=O)C1C(C=CCC1(C)C)C)C)C 3-(dodecylthio)-2-methyl-1-(2,6,6-trimethyl-cyclohex-3-en-1-yl)butan-1-one